BrC1=C2C=NN(C2=CC(=C1C1CC1)C(F)(F)F)C1OCCCC1 4-bromo-5-cyclopropyl-1-tetrahydropyran-2-yl-6-(trifluoromethyl)indazole